6-chloro-5-[3-fluoro-4-(1-hydroxycyclobutyl)phenyl]-1H-indole-3-carboxylic acid ClC1=C(C=C2C(=CNC2=C1)C(=O)O)C1=CC(=C(C=C1)C1(CCC1)O)F